3-[2-amino-6-[(3,3-dimethyl-2H-benzofuran-4-yl)oxy]-3-pyridyl]-5,5-dimethyl-imidazolidine-2,4-dione NC1=NC(=CC=C1N1C(NC(C1=O)(C)C)=O)OC1=CC=CC2=C1C(CO2)(C)C